tert-butyl (S)-2-((3-((tert-butyldiphenylsilyl)oxy)propyl)carbamoyl)-4-oxopiperidine-1-carboxylate [Si](C1=CC=CC=C1)(C1=CC=CC=C1)(C(C)(C)C)OCCCNC(=O)[C@H]1N(CCC(C1)=O)C(=O)OC(C)(C)C